butylamine methanesulfinate salt CS(=O)O.C(CCC)N